C(CCC)S(=O)(=O)NC1=C(C=C(C=C1)C1=C2C(=NC=C1)NC=C2)F 4-(4-(butylsulfonamido)-3-fluorophenyl)-1H-pyrrolo[2,3-b]pyridin